C(C)OC1=CC=C(C=C1)NC(=O)C1=NN2C(N=CC=C2C2=CC=C(C=C2)OC)=C1 N-(4-ethoxyphenyl)-7-(4-methoxyphenyl)pyrazolo[1,5-a]pyrimidine-2-carboxamide